C(C)(C)(C)OC(=O)NC1(CC(C1)CC#N)C(=O)O (1s,3s)-1-((tert-butoxycarbonyl)amino)-3-(cyanomethyl)cyclobutanecarboxylic acid